4-(1-(2-fluoro-4-nitrophenyl)-1H-pyrazol-4-yl)-6-methylpyrimidine FC1=C(C=CC(=C1)[N+](=O)[O-])N1N=CC(=C1)C1=NC=NC(=C1)C